tert-butyl (2S,5S)-4-(6-cyano-1-methyl-2-oxo-1,2-dihydro-1,5-naphthyridin-4-yl)-2-(methoxymethyl)-5-methylpiperazine-1-carboxylate C(#N)C=1N=C2C(=CC(N(C2=CC1)C)=O)N1C[C@H](N(C[C@@H]1C)C(=O)OC(C)(C)C)COC